COC=1C=C(CN2C(C(=CC(=C2)C(=O)N[C@@H]2[C@H](C2)C)C(=O)NC)=O)C=CC1 1-(3-methoxybenzyl)-N3-methyl-N5-((1S,2S)-2-methylcyclopropyl)-2-oxo-1,2-dihydropyridine-3,5-dicarboxamide